((1-(cis-8-oxabicyclo[3.2.1]oct-3-yl)-2-oxo-1,2-dihydropyridin-3-yl)amino)-N-((1R,5S,7R)-2-oxabicyclo[3.2.0]hept-7-yl)-8-(methylamino)imidazo[1,2-b]pyridazine-3-carboxamide C12CC(CC(CC1)O2)N2C(C(=CC=C2)NC=2N=C1N(N=CC=C1NC)C2C(=O)N[C@@H]2C[C@H]1CCO[C@@H]21)=O